COC1=CC=C(C=C1)/C(=C\C1=CC=C(C=C1)OC)/C1=C(C=CC(=C1)C)C1=C(C=CC=C1)P(C1=CC=CC=C1)C1=CC=CC=C1 (E)-(2'-(1,2-bis(4-methoxyphenyl)vinyl)-4'-methyl-[1,1'-biphenyl]-2-yl)diphenylphosphine